COCCCCOCCOCC 2-(2-(4-methoxybutoxy)ethoxy)ethan